C1(=CC=CC=C1)S(=O)(=O)N1C=CC=2C1=NC=C(C2N(C)[C@H]2CNCC[C@H]2C)C#N 1-benzenesulfonyl-4-[((3R,4R)-4-methylpiperidin-3-yl)-methyl-amino]-1H-pyrrolo[2,3-b]pyridin-5-carbonitrile